NC1=CC=C(C=C1)C1=C(C2=C(N(C(N(C2=O)C2=NC(=CC=C2)OCCF)=O)CC2=C(C=CC=C2F)F)S1)CN(C)C 6-(4-aminophenyl)-1-(2,6-difluorobenzyl)-5-((dimethylamino)methyl)-3-(6-(2-fluoroethoxy)pyridin-2-yl)thieno[2,3-d]pyrimidine-2,4(1H,3H)-dione